C1(CC1)C1=C(C(=NO1)C1=C(C=CC=C1F)C1CC1)CO[C@H]1[C@@H]2C(N([C@H](C1)C2)C2=CC=C(C(=O)O)C=C2)=O 4-[(1S,4R,5R)-5-[[5-cyclopropyl-3-(2-cyclopropyl-6-fluorophenyl)-1,2-oxazol-4-yl]methoxy]-3-oxo-2-azabicyclo[2.2.1]heptan-2-yl]benzoic acid